1-(4-aminophenyl)-3-(4-(tert-butyl)phenyl)prop-2-yn-1-one NC1=CC=C(C=C1)C(C#CC1=CC=C(C=C1)C(C)(C)C)=O